3,3'-((((2-(3-(2-carboxy-2-(pyrrolidin-3-yl)ethyl)-5-chlorophenyl)acetyl)azanediyl)bis(ethane-2,1-diyl))bis(5-chloro-3,1-phenylene))bis(2-(pyrrolidin-3-yl)propanoic acid) C(=O)(O)C(CC=1C=C(C=C(C1)Cl)CC(=O)N(CCC=1C=C(C=C(C1)Cl)CC(C(=O)O)C1CNCC1)CCC=1C=C(C=C(C1)Cl)CC(C(=O)O)C1CNCC1)C1CNCC1